C(C)(C)(C)OC(=O)N1[C@H]2CN([C@@H](C1)C2)CCN2C1=CC=C(C=C1OC=1C=C(C=CC21)C=2C=C1C=NNC1=CC2)C=2C=C1C=NNC1=CC2 tert-butyl-(1R,4R)-5-(2-(3,7-di(1H-indazol-5-yl)-10H-phenoxazin-10-yl)ethyl)-2,5-diazabicyclo[2.2.1]heptane-2-carboxylate